C(N)(=O)C1=CC(=NC2=C1N=CN=C2N[C@@H]2CN(C[C@H](C2)F)C(=O)OC(C)(C)C)Cl tert-butyl (3S,5S)-3-({8-carbamoyl-6-chloropyrido[3,2-d]pyrimidin-4-yl}amino)-5-fluoropiperidine-1-carboxylate